BrC=1C(=NNC1C(=O)OCC)C(C)C ethyl 4-bromo-3-(prop-2-yl)-1H-pyrazole-5-carboxylate